cyclohexyl-sulfenate C1(CCCCC1)OS